4-(Trifluoromethyl)benzyl (S)-3-cyclopropyl-2-(2-((S)-5-oxo-1-(2,3,5-trifluorobenzyl)pyrrolidin-2-yl)acetamido)propanoate C1(CC1)C[C@@H](C(=O)OCC1=CC=C(C=C1)C(F)(F)F)NC(C[C@H]1N(C(CC1)=O)CC1=C(C(=CC(=C1)F)F)F)=O